L-8-methyl-8H-thieno[2,3-b]-indole-2-carboxylic acid CN1C2=C(C3=CC=CC=C13)C=C(S2)C(=O)O